5-((2-chloro-4-((5-cyclopropyl-3-(2,6-dichlorophenyl)isoxazol-4-yl)methoxy)Phenyl)ethynyl)-2,3-dihydrobenzofuran-7-carboxylic acid ClC1=C(C=CC(=C1)OCC=1C(=NOC1C1CC1)C1=C(C=CC=C1Cl)Cl)C#CC=1C=C(C2=C(CCO2)C1)C(=O)O